FC1=CC=C(C=C1)C(=O)C1=CNC=2N=C(N=C(C21)NCCN2CCCCC2)NC2=CC=C(C=C2)N2CCN(CC2)C (4-fluorophenyl)(2-((4-(4-methylpiperazin-1-yl)phenyl)amino)-4-((2-(piperidin-1-yl)ethyl)amino)-7H-pyrrolo[2,3-d]pyrimidin-5-yl)methanone